((6-((4-cyano-2-fluorobenzyl) oxy)-3',6'-dihydro-[2,4'-bipyridine]-1'(2'H)-yl) methyl)-1-(oxetan-2-ylmethyl)-1H-thieno[2,3-d]imidazole-5-carboxylate C(#N)C1=CC(=C(COC2=CC=CC(=N2)C=2CCN(CC2)COC(=O)C2=CC3=C(N=CN3CC3OCC3)S2)C=C1)F